isopropyl 3-(1-acryloylindolin-6-yl)-2-(4-(4-methylpiperazin-1-yl)phenyl)-1H-pyrrolo[2,3-b]pyridine-5-carboxylate C(C=C)(=O)N1CCC2=CC=C(C=C12)C1=C(NC2=NC=C(C=C21)C(=O)OC(C)C)C2=CC=C(C=C2)N2CCN(CC2)C